C(#N)C1=C(C=CC=C1)N1CCC(CC1)CC(=O)NC1=CC=CC=2N1C=CN2 2-(1-(2-cyanophenyl)piperidin-4-yl)-N-(imidazo[1,2-a]pyridin-5-yl)acetamide